(R)-2-(2-Chloro-5-(2-hydroxypropan-2-yl)-8-oxothieno[2',3':4,5]pyrrolo[1,2-d][1,2,4]triazin-7(8H)-yl)-N-(pyrrolidin-3-yl)acetamide ClC1=CC2=C(C=C3N2C(=NN(C3=O)CC(=O)N[C@H]3CNCC3)C(C)(C)O)S1